COC(=O)[C@H]1N(C[C@@H](N(C1)C(=O)OC(C)(C)C)CSC)C(=O)OCC1=CC=CC=C1 (2S,5R)-5-((methylthio)methyl)piperazine-1,2,4-tricarboxylic acid 1-benzyl 4-(tert-butyl) 2-methyl ester